CN1[C@H]2CN([C@@H](C1)C2)C(=O)OC2=CC=C1C(=CC=NC1=C2)NC2=C(N=NC(=C2)C2=C(C=CC(=C2)Cl)F)C 4-{[6-(5-chloro-2-fluorophenyl)-3-methylpyridazin-4-yl]amino}quinolin-7-yl (1R,4R)-5-methyl-2,5-diazabicyclo[2.2.1]heptane-2-carboxylate